ClC1=NC(=CC(=C1)OCC(C)OC)C1(COCC1)OC 2-Chloro-4-(2-methoxypropoxy)-6-(3-methoxytetrahydrofuran-3-yl)pyridine